C(C)(C)C1=C(NC2=CC=C(C=C12)C1CCN(CC1)CC(=O)N(C)C)C=1C2=C(C(N(C1)C)=O)CCC2 2-(4-(3-isopropyl-2-(2-methyl-1-oxo-2,5,6,7-tetrahydro-1H-cyclopenta[c]pyridin-4-yl)-1H-indol-5-yl)piperidin-1-yl)-N,N-dimethylacetamide